NCCS(=O)(=O)NC1=CC(=NC=C1)Br 2-amino-N-(2-bromopyridin-4-yl)ethane-1-sulfonamide